(2,3-dibromoallyl) ether BrC(COCC(=CBr)Br)=CBr